(2S)-2-[7-(2-chloro-5-cyano-3-{[8-cyano-4-(cyclopropylamino)pyrazolo[1,5-a][1,3,5]triazin-2-yl]amino}phenyl)-4,7-diazaspiro[2.5]octan-4-yl]propanamide ClC1=C(C=C(C=C1NC1=NC=2N(C(=N1)NC1CC1)N=CC2C#N)C#N)N2CCN(C1(CC1)C2)[C@H](C(=O)N)C